BrC=1C=2N(C(=NC1)NCC1=C(C=CC3=C1CCO3)Cl)C=C(N2)C(=O)OCC ethyl 8-bromo-5-(((5-chloro-2,3-dihydrobenzofuran-4-yl)methyl)amino)imidazo[1,2-c]pyrimidine-2-carboxylate